4-tert-butyl-1H-pyrrole C(C)(C)(C)C=1C=CNC1